(12RS,13SR)-12,13-dihydroxyoxacyclohexadecan-2-one O[C@@H]1CCCCCCCCCC(OCCC[C@@H]1O)=O |r|